tert-Butyl 6-(hydroxymethyl)-6,7-dihydropyrazolo[1,5-a]pyrazine-5(4H)-carboxylate OCC1N(CC=2N(C1)N=CC2)C(=O)OC(C)(C)C